4-(4-(difluoromethoxy)phenyl)-6-(dimethylamino)-2-(3-(dimethylamino)-2-methyl-2H-indazol-5-yl)pyrido[3,2-c]pyridazin-3(2H)-one FC(OC1=CC=C(C=C1)C1=C2C(=NN(C1=O)C1=CC3=C(N(N=C3C=C1)C)N(C)C)C=CC(=N2)N(C)C)F